COC=1C=C(C=C(C1)OC)N1C(C=CC1=O)=O N-(3,5-dimethoxyphenyl)maleimide